C(#N)[C@H](C[C@H]1C(NCC1)=O)NC(=O)[C@H](CC(C)C)NC(OCC1=CC=CC=C1)=O benzyl N-[(1S)-1-[[(S)-1-cyano-2-[(3S)-2-oxopyrrolidin-3-yl]ethyl]carbamoyl]-3-methyl-butyl]carbamate